7-(4,4-Difluoropiperidin-1-yl)-5-((trimethylsilyl)ethynyl)furo[2,3-c]pyridine FC1(CCN(CC1)C=1N=C(C=C2C1OC=C2)C#C[Si](C)(C)C)F